CS(=O)(C)=NC1CCC(CC1)CNC1=C(C=C(C=N1)S(=O)(=O)NC(C1=CC=CC=C1)=O)[N+](=O)[O-] N-((6-(((4-((dimethyl(oxo)-λ6-sulfanylidene)amino)cyclohexyl)methyl)amino)-5-nitropyridin-3-yl)sulfonyl)benzamide